OCCCC=1C=CC=2C3=C(N(C2C1)C(=O)OC(C)(C)C)C=CN=C3 tert-Butyl 7-(3-hydroxypropyl)-5H-pyrido[4,3-b]indole-5-carboxylate